ClC1=NC=CC=C1C1=NNC2=NC(=CN=C21)N2CCC(CC2)(C)CN (1-(3-(2-chloro-pyridin-3-yl)-1H-pyrazolo[3,4-b]-pyrazin-6-yl)-4-methylpiperidin-4-yl)methanamine